(2-((4-(dimethylamino)benzyl)amino)-5-fluorophenyl)(4-(4-(dimethylamino)benzyl)piperazin-1-yl)methanone CN(C1=CC=C(CNC2=C(C=C(C=C2)F)C(=O)N2CCN(CC2)CC2=CC=C(C=C2)N(C)C)C=C1)C